tert-Butyl ((4-fluorobenzo[d]thiazol-2-yl)methyl)carbamate FC1=CC=CC2=C1N=C(S2)CNC(OC(C)(C)C)=O